CC=1OC(=CC1C(=O)NC1=NC(=NS1)CC(C)=O)C1=CC(=CC=C1)N(C)C 2-methyl-5-(3-dimethylaminophenyl)-N-(3-(2-oxopropyl)-1,2,4-thiadiazol-5-yl)furan-3-carboxamide